N-(4-{1-[(2,6-difluorophenyl)carbonyl]piperidin-4-yl}butyl)imidazo[1,2-a]pyridine-6-carboxamide FC1=C(C(=CC=C1)F)C(=O)N1CCC(CC1)CCCCNC(=O)C=1C=CC=2N(C1)C=CN2